C1(CC1)C1=C(C=CC(=C1)OC)C=1N(C(C2=C(N1)SC1=C2C=CC=C1C=O)=O)CC1=CN=CO1 2-(2-cyclopropyl-4-methoxyphenyl)-3-(oxazol-5-ylmethyl)-4-oxo-3,4-dihydrobenzo[4,5]thieno[2,3-d]pyrimidine-8-carbaldehyde